Cl.Cl.N1N=CC(=C1)C1=CC=C(C=C1)C(C(=O)N)(CN)OCC1=CC=CC=C1 (4-(1H-pyrazol-4-yl)phenyl)-3-amino-2-(benzyloxy)propanamide dihydrochloride